N-methyl-N-(piperidin-4-yl)isoquinolin-7-amine hydrochloride Cl.CN(C1=CC=C2C=CN=CC2=C1)C1CCNCC1